[Na].[Na].[Na].OC1=C(C(=NN1C1=CC=C(C=C1)S(=O)(=O)O)C(=O)O)\N=N\C1=CC=C(C=C1)S(=O)(=O)O 5-hydroxy-1-(4-sulfophenyl)-4-[(E)-(4-sulfophenyl)diazenyl]-1H-pyrazole-3-carboxylic acid trisodium